(2S)-3-[(2'S,7R)-2-chloro-2'-methyl-spiro[4,5-dihydrothieno[2,3-c]pyran-7,4'-piperidine]-1'-yl]-2-hydroxy-N,N-dimethyl-propanamide ClC1=CC2=C(S1)[C@@]1(C[C@@H](N(CC1)C[C@@H](C(=O)N(C)C)O)C)OCC2